CNC1=NC2=C(N1C=1N=C(C3=C(N1)C(=CS3)C3=CC=NC=C3)N3[C@@H](COCC3)C)C=CC=C2 (R)-N-methyl-1-(4-(3-methylmorpholino)-7-(pyridin-4-yl)thieno[3,2-d]pyrimidin-2-yl)-1H-benzo[d]imidazol-2-amine